ClC1=CC(=C(C=N1)S(=O)(=O)N1CCC(CC1)(C(=O)NC\C=C\C#N)F)C1=C(C=CC=C1)Cl (E)-1-((6-chloro-4-(2-chlorophenyl)pyridin-3-yl)sulfonyl)-N-(3-cyanoallyl)-4-fluoropiperidine-4-carboxamide